4-(2-bromophenyl)-1-(p-tolyl)-1H-1,2,3-triazole BrC1=C(C=CC=C1)C=1N=NN(C1)C1=CC=C(C=C1)C